O=C1CCC(C12CCC(CC2)N2N=C(C(=C2)C(=O)O)OCC2=NC=CC=C2)=O 1-{1,4-Dioxospiro[4.5]dec-8-yl}-3-[(pyridin-2-yl)methoxy]-1H-pyrazole-4-carboxylic acid